1-bromo-3-tert-butyl-2-(methoxymethoxy)-5-methylbenzene BrC1=C(C(=CC(=C1)C)C(C)(C)C)OCOC